2-(2,6-dioxopiperidin-3-yl)-4-((4-(((hexahydro-2,5-methanopentalen-3a(1H)-yl)amino)methyl)benzyl)oxy)isoindoline-1,3-dione O=C1NC(CCC1N1C(C2=CC=CC(=C2C1=O)OCC1=CC=C(C=C1)CNC12CC3CC2CC(C1)C3)=O)=O